ClC1=CC=C(OC=2C=CC(=NC2)NC(=O)C(C)N2CCN(CC2)C(=O)OC(C)(C)C)C=C1 tert-butyl 4-(1-{[5-(4-chlorophenoxy)pyridin-2-yl]carbamoyl}ethyl)piperazine-1-carboxylate